(methyl)acrylic acid silicon [Si].CC(C(=O)O)=C